(S)-8-(2-amino-6-((R)-1-(5-chloro-3'-(4-methylpiperazine-1-carbonyl)-[1,1'-biphenyl]-2-yl)-2,2,2-trifluoroethoxy)pyrimidin-4-yl)-2,8-diazaspiro[4.5]decane-3-carboxylic acid NC1=NC(=CC(=N1)N1CCC2(C[C@H](NC2)C(=O)O)CC1)O[C@@H](C(F)(F)F)C1=C(C=C(C=C1)Cl)C1=CC(=CC=C1)C(=O)N1CCN(CC1)C